Cl.NCCC(C)(O)C 4-amino-2-methylbutan-2-ol hydrogen chloride